N=1N(N=C2C1C=CC=C2)C2=C(C(=CC(=C2C)C(C)(C)C)N2C(C=1C(C2=O)=CC=CC1)=O)O 2-(2H-benzotriazol-2-yl)-6-phthalimido-methyl-4-tert-butylphenol